C(C)(C)[C@@H]1CC=2C=C(C(=NC2C=2N1C=C(C(C2)=O)C2=NC=NN2)OC)OCCCOC (S)-6-isopropyl-2-methoxy-3-(3-methoxypropoxy)-9-(1H-1,2,4-triazol-5-yl)-5,6-dihydro-10H-pyrido[1,2-h][1,7]naphthyridin-10-on